2-(4-(2-hydroxyphenyl)-6-phenyl-1,3,5-triazin-2-yl)-5-((11-hydroxyundecyl)oxy)phenol OC1=C(C=CC=C1)C1=NC(=NC(=N1)C1=CC=CC=C1)C1=C(C=C(C=C1)OCCCCCCCCCCCO)O